methyl (R)-2-((benzyloxy)methyl)-1-methylpyrrolidine-2-carboxylate C(C1=CC=CC=C1)OC[C@@]1(N(CCC1)C)C(=O)OC